6-Chloro-5-(2,3-dihydro-1H-inden-4-yl)-3-(1-methyl-1H-pyrazol-4-yl)-1-((2-(trimethylsilyl)ethoxy)methyl)-1H-pyrazolo[4,3-b]pyridine ClC=1C=C2C(=NC1C1=C3CCCC3=CC=C1)C(=NN2COCC[Si](C)(C)C)C=2C=NN(C2)C